(1S,4s)-4-(5-(((1S,2R,3S,4R)-3-(((R*)-3-Ethylpentan-2-yl)carbamoyl)bicyclo-[2.2.1]heptan-2-yl)carbamoyl)-2-fluoro-4-methoxyphenoxy)-1-methylcyclohexane-1-carboxylic acid C(C)C([C@@H](C)NC(=O)[C@@H]1[C@@H]([C@H]2CC[C@@H]1C2)NC(=O)C=2C(=CC(=C(OC1CCC(CC1)(C(=O)O)C)C2)F)OC)CC |o1:3|